NC=1OC2=C(N1)C=CC=C2 2-aminobenzo[d]-oxazol